1-(pyridin-3-ylmethyl)piperidine-4-carbaldehyde N1=CC(=CC=C1)CN1CCC(CC1)C=O